FC=1C=2N(C=CC1)N=C(C2)[C@@H]2N(CCC1=C2N=CN1)C1=NC=CC=C1 (R)-4-(4-fluoropyrazolo[1,5-a]pyridin-2-yl)-5-(pyridin-2-yl)-4,5,6,7-tetrahydro-1H-imidazo[4,5-c]pyridine